N-(1-(ferrocen-3-yl)-2-(benzylamino)-2-oxoethyl)-2-ethynyl-N-(4-(oxazol-5-yl)phenyl)thiazole-4-carboxamide [CH-]1C=C(C=C1)C(C(=O)NCC1=CC=CC=C1)N(C(=O)C=1N=C(SC1)C#C)C1=CC=C(C=C1)C1=CN=CO1.[CH-]1C=CC=C1.[Fe+2]